O=C(C(=O)O)CCCCCC 2-oxooctanoic acid